FC1=C(C=CC=C1OC)C1=C(N(C(N(C1=O)C[C@@H](C1=CC=CC=C1)NCCCC(=O)[O-])=O)CC1=C(C=CC=C1C(F)(F)F)F)C 4-[[(1R)-2-[5-(2-fluoro-3-methoxyphenyl)-3-[[2-fluoro-6-(trifluoromethyl)phenyl]methyl]-4-methyl-2,6-dioxopyrimidin-1-yl]-1-phenylethyl]amino]butanoate